tert-butyl 4-(2-(4,5-dihydrofuran-3-yl)pyridin-4-yl)-7-((5-(4-methyl piperazin-1-yl)pyridin-2-yl)amino)-1-oxoisoindoline-2-carboxylate O1C=C(CC1)C1=NC=CC(=C1)C1=C2CN(C(C2=C(C=C1)NC1=NC=C(C=C1)N1CCN(CC1)C)=O)C(=O)OC(C)(C)C